β-mercaptoethylamine SCCN